ClC1(C(C1)C(=O)Cl)Cl 2,2-dichloro-cyclopropanecarbonyl chloride